C1=CC=CC=2C3=CC=CC=C3N(C12)C=1C=C(C=CC1)C1=CC(=CC=C1)C1=NC(=NC(=C1)C1=CC=CC=C1)C1=CC=CC=C1 4-[3'-(9H-carbazol-9-yl)biphenyl-3-yl]-2,6-diphenylpyrimidine